P(=O)(OCCCCC)(OCCCCC)OC1=CC=CC=C1 Di-n-pentyl phenyl phosphate